5-((4-(5,6-dichloropyrimidin-4-yl)piperazin-1-yl)methyl)-2-(2,6-dioxopiperidin-3-yl)isoindoline-1,3-dione ClC=1C(=NC=NC1Cl)N1CCN(CC1)CC=1C=C2C(N(C(C2=CC1)=O)C1C(NC(CC1)=O)=O)=O